1-(6-(3-chloro-5-(4,4,5,5-tetramethyl-1,3,2-dioxaborolan-2-yl)phenyl)-6-methyl-4-oxa-7-azaspiro[2.5]octan-7-yl)prop-2-en-1-one ClC=1C=C(C=C(C1)B1OC(C(O1)(C)C)(C)C)C1(COC2(CC2)CN1C(C=C)=O)C